3-(4-(tert-butyl)benzoylamino)-5-(1-(difluoromethyl)-1H-pyrazol-4-yl)benzofuran-2-carboxylic acid C(C)(C)(C)C1=CC=C(C(=O)NC2=C(OC3=C2C=C(C=C3)C=3C=NN(C3)C(F)F)C(=O)O)C=C1